3-isopropyl-1-phenyl-1H-benzo[g]indazol-5-ol C(C)(C)C1=NN(C2=C3C(=C(C=C12)O)C=CC=C3)C3=CC=CC=C3